N-(3-(3-(3-chloro-4-(4-(trifluoromethyl)phenoxy)phenyl)-2-oxo-2,3-dihydro-1H-imidazo[4,5-c]pyridin-1-yl)phenyl)acrylamide ClC=1C=C(C=CC1OC1=CC=C(C=C1)C(F)(F)F)N1C(N(C2=C1C=NC=C2)C=2C=C(C=CC2)NC(C=C)=O)=O